2-[1-methyl-1-(2-pyridyl)ethyl]-5-nitro-1,2-benzothiazol-3(2H)-one CC(C)(C1=NC=CC=C1)N1SC2=C(C1=O)C=C(C=C2)[N+](=O)[O-]